tert-butyl (1R,3R,5S)-3-[(6-{6-cyano-5-[1-(oxan-2-yl)pyrazol-4-yl]pyridin-2-yl}pyridazin-3-yl)(methyl)amino]-8-azabicyclo[3.2.1]octane-8-carboxylate C(#N)C1=C(C=CC(=N1)C1=CC=C(N=N1)N(C1C[C@H]2CC[C@@H](C1)N2C(=O)OC(C)(C)C)C)C=2C=NN(C2)C2OCCCC2